N-((E)-N'-((Z)-((S)-3-(4-chlorophenyl)-4-(thiophen-2-yl)-5,6-dihydropyridazin-1(4H)-yl)(((4-(trifluoromethyl)phenyl)sulfonyl)imino)methyl)carbamoyl)acetamide ClC1=CC=C(C=C1)C1=NN(CC[C@@H]1C=1SC=CC1)\C(\NC(=O)NC(C)=O)=N/S(=O)(=O)C1=CC=C(C=C1)C(F)(F)F